N,N-dimethyl-allyl-nonanyl-ammonium bromide [Br-].C[N+](C)(CCCCCCCCC)CC=C